CCCCCCCCCCCCCCCC(=O)OC[C@H](COP(=O)([O-])OCC[N+](C)(C)C)OC(=O)CCCCC/C=C\C/C=C\C/C=C\C/C=C\C/C=C\CC 1-hexadecanoyl-2-(7Z,10Z,13Z,16Z,19Z-docosapentaenoyl)-sn-glycero-3-phosphocholine